5-chloro-2-fluoro-N-((5-(4-((1-isopropylpiperidin-4-yl)oxy)-3-methyl-1-(tetrahydro-2H-pyran-2-yl)-1H-pyrazolo[3,4-d]pyrimidin-6-yl)furan-2-yl)methyl)benzenesulfonamide ClC=1C=CC(=C(C1)S(=O)(=O)NCC=1OC(=CC1)C1=NC(=C2C(=N1)N(N=C2C)C2OCCCC2)OC2CCN(CC2)C(C)C)F